1-(3-(3-(1H-pyrazol-4-yl)quinoxaline-6-carbonyl)-5-fluorophenyl)-3-(4-chloro-3-fluorophenyl)urea N1N=CC(=C1)C=1C=NC2=CC=C(C=C2N1)C(=O)C=1C=C(C=C(C1)F)NC(=O)NC1=CC(=C(C=C1)Cl)F